[K].C(C)(CC)N1CC(C1)S(=O)(=O)NC(NC1=C(C=C(C=C1C(C)C)Cl)C(C)C)=O 1-(sec-Butyl)-N-((4-chloro-2,6-diisopropylphenyl)carbamoyl)azetidine-3-sulfonamide, Potassium Salt